FC(C1=CC(=C(C=C1C(F)(F)F)C(F)(F)F)C(F)(F)F)(F)F 2,3,5,6-tetrakis(trifluoromethyl)benzene